(S)-2-acetamidopropionic acid C(C)(=O)N[C@H](C(=O)O)C